((3-(allyloxy)phenyl)azanediyl)dipropionic acid C(C=C)OC=1C=C(C=CC1)N(CCC(=O)O)CCC(=O)O